isobutyl (2R)-2-[[(2S,5R)-2-carbamoyl-3-methyl-7-oxo-1,6-diazabicyclo[3.2.1]oct-3-en-6-yl]oxy]-2-fluoro-acetate C(N)(=O)[C@H]1N2C(N([C@H](C=C1C)C2)O[C@@H](C(=O)OCC(C)C)F)=O